2,6-di-t-butyl-(3,5-di-t-butyl-4-oxo-2,5-cyclohexadiene) C(C)(C)(C)C=1CC(=C(C(C1C(C)(C)C)=O)C(C)(C)C)C(C)(C)C